N,N-bis(2-hydroxyethyl)-1,4-phenylenediamine OCCN(C1=CC=C(C=C1)N)CCO